diammonium phosphate, potassium salt [K+].P(=O)([O-])([O-])[O-].[NH4+].[NH4+]